(3S)-3-[9H-fluorene-9-ylmethoxycarbonyl(methyl)amino]-4-[4-(oxetan-3-yl)piperazin-1-yl]-4-oxobutanoic acid C1=CC=CC=2C3=CC=CC=C3C(C12)COC(=O)N([C@@H](CC(=O)O)C(=O)N1CCN(CC1)C1COC1)C